C(C)(C)(CC)NC(=O)C(CC(=O)O)CCC[Si](OC)(OC)OC 3-(tert-pentylcarbamoyl)-6-(trimethoxysilyl)hexanoic acid